N1-((3-((1r,4r)-4-(ethoxymethyl)-4-ethylcyclohexyl)-5,6-dihydro-4H-pyrrolo[1,2-b]pyrazol-2-yl)methyl)-N1,N2-dimethylethane-1,2-diamine C(C)OCC1(CCC(CC1)C1=C2N(N=C1CN(CCNC)C)CCC2)CC